(((2S,5R)-6-(benzyloxy)-7-oxo-1,6-diazabicyclo[3.2.1]octan-2-yl)(imino)methyl)benzamide C(C1=CC=CC=C1)ON1[C@@H]2CC[C@H](N(C1=O)C2)C(=N)C2=C(C(=O)N)C=CC=C2